boc-4-hydroxyaniline C(=O)(OC(C)(C)C)NC1=CC=C(C=C1)O